4-amino-N-ethyl-N-((3R)-6-(trifluoromethyl)-2,3-dihydro-1-benzofuran-3-yl)-1,3-dihydrofuro[3,4-c]quinoline-8-carboxamide NC1=NC=2C=CC(=CC2C2=C1COC2)C(=O)N([C@H]2COC1=C2C=CC(=C1)C(F)(F)F)CC